BrC1=CC(=C(OC=2C=CC(=C(C(=O)NC3CCC3)C2)OC)C(=C1)Cl)Cl 5-(4-bromo-2,6-dichloro-phenoxy)-N-cyclobutyl-2-methoxy-benzamide